OCC(CO)(CO)CC 2-(hydroxymethyl)-2-ethylpropane-1,3-diol